3-((2R,6S)-1-benzyl-2,6-dimethyl-1,2,3,6-tetrahydropyridin-4-yl)-5-fluoro-7-methoxycinnoline C(C1=CC=CC=C1)N1[C@@H](CC(=C[C@@H]1C)C=1N=NC2=CC(=CC(=C2C1)F)OC)C